ClC=1C(=C(C(=CC1)C(F)F)C1=CC(=C(N=N1)C)C(=O)O)F 6-(3-Chloro-6-(difluoromethyl)-2-fluorophenyl)-3-methylpyridazine-4-carboxylic acid